NC=1C=CC(=C(C(=O)NCCC2=NC=CC=C2)C1)C(F)(F)F 5-amino-N-[2-(2-pyridyl)ethyl]-2-(trifluoromethyl)benzamide